O[C@H]1[C@H](O[C@@]2([C@@H](CCO2)NC(=O)C=2C=3C=CC=NC3C=C(C2)C)[C@@H]([C@H]1N1N=NC(=C1)C1=CC(=C(C(=C1)F)F)F)O)CO N-((4r,5s,7r,8r,9s,10r)-8,10-dihydroxy-7-(hydroxymethyl)-9-(4-(3,4,5-trifluorophenyl)-1H-1,2,3-triazol-1-yl)-1,6-dioxaspiro[4.5]dec-4-yl)-7-methylquinoline-5-carboxamide